S1C=NC(=C1)COCC1=CC=C(C(=O)N)C=C1 4-((thiazol-4-ylmethoxy)methyl)benzamide